3-(4-(((1R,2S)-2-(7-(3-methoxy-4-nitrophenyl)-7-azaspiro[3.5]nonan-2-yl)cyclopropyl)ethynyl)-1-oxoisoindolin-2-yl)piperidine-2,6-dione COC=1C=C(C=CC1[N+](=O)[O-])N1CCC2(CC(C2)[C@H]2[C@@H](C2)C#CC2=C3CN(C(C3=CC=C2)=O)C2C(NC(CC2)=O)=O)CC1